C(C)(=O)O.ClC1=C(C(=CC=C1)Cl)NC1=C(C=CC=C1)[Na] 2-(2,6-dichlorophenyl)aminophenylsodium acetate